C1(=CC(=CC(=C1)C1=CC=C(C=C1)C1=C(C(=O)[O-])C=CC=C1)C1=CC=C(C=C1)C1=C(C(=O)[O-])C=CC=C1)C1=CC=C(C=C1)C1=C(C(=O)[O-])C=CC=C1 4''-[benzene-1,3,5-triyl-tris(benzene-4,1-diyl)]tribenzoate